4-methyl-2,6-dichloropyridine CC1=CC(=NC(=C1)Cl)Cl